5-(trifluoromethyl)pyrazolo[1,5-a]pyridine FC(C1=CC=2N(C=C1)N=CC2)(F)F